2',7'-dibromo-10H-spiro[acridine-9,9'-fluorene] BrC1=CC=2C3(C4=CC(=CC=C4C2C=C1)Br)C1=CC=CC=C1NC=1C=CC=CC13